2-[5-[6-(2,6-Dimethyl-phenyl)-8-(3-hydroxy-propyl)-7-oxo-5,6,7,8-tetrahydro-pyrimido[4,5-d]pyrimidin-2-ylamino]-2-(4-methyl-piperazin-1-yl)-phenyl]-propionic acid CC1=C(C(=CC=C1)C)N1C(N(C2=C(C1)C=NC(=N2)NC=2C=CC(=C(C2)C(C(=O)O)C)N2CCN(CC2)C)CCCO)=O